ClCC=1C=C2NC(C=3N(C2=CC1F)N=CC3)=O 7-(chloromethyl)-8-fluoropyrazolo[1,5-a]quinoxalin-4(5H)-one